C(C(=C)C)(=O)OCCC(C(=O)O)CC(=O)O.C(C)OCC(=O)O 2-ethoxyacetic acid Mono-2-(methacryloyloxy)ethyl-succinate